P(=O)([O-])([O-])Br.[NH4+].[NH4+] ammonium bromophosphate